COC1=CC=C(C=C1)C(OC[C@@H]1[C@H]([C@H]([C@@H](O1)N1C=2N=C(NC(C2N=C1)=O)C(C(=O)N)(C)C)O)F)(C1=CC=CC=C1)C1=CC=C(C=C1)OC (9-((2R,3S,4S,5R)-5-((bis(4-methoxyphenyl)(phenyl)methoxy)-methyl)-4-fluoro-3-hydroxytetrahydrofuran-2-yl)-6-oxo-6,9-dihydro-1H-purin-2-yl)-isobutyramide